N1=CC(=CC=C1)N1CC=CC2=C(C=CC=C12)N[C@@H]1CN(CC1)CC(N1[C@@H](C[C@@H](C1)F)C#N)=O N-(3-pyridyl)-5-[[(3S)-1-[2-oxo-2-[(2S,4S)-2-cyano-4-fluoro-pyrrolidin-1-yl]ethyl]pyrrolidin-3-yl]amino]quinoline